BrC1=C(C=C(C=N1)C1(COC1)NS(=O)C(C)(C)C)C N-(3-(6-bromo-5-methylpyridin-3-yl)oxetan-3-yl)-2-methylpropane-2-sulfinamide